CC(C(C(=O)OC)C1=CC(=NO1)OS(=O)(=O)C(C(C(C(F)(F)F)(F)F)(F)F)(F)F)C methyl 3-methyl-2-[3-(1,1,2,2,3,3,4,4,4-nonafluorobutylsulfonyloxy)-isoxazol-5-yl]butanoate